5-bromo-N-([4-[4-[[2-(4-chlorophenyl)-4,4-dimethylcyclohexen-1-yl]methyl]piperazin-1-yl]phenyl]sulfonyl)pyridine-2-carboxamide BrC=1C=CC(=NC1)C(=O)NS(=O)(=O)C1=CC=C(C=C1)N1CCN(CC1)CC1=C(CC(CC1)(C)C)C1=CC=C(C=C1)Cl